4-hydroxy-3,5-dimethoxybenzaldehyde OC1=C(C=C(C=O)C=C1OC)OC